Cl.CC1CCN(CC1)C(=O)C1=CC=C(C=C1)OCC1CCNCC1 (4-methylpiperidin-1-yl)[4-(piperidin-4-ylmethoxy)-phenyl]methanone hydrochloride